C(C)OC=1C=C(C=CC1OC)[C@@H](CS(=O)(=O)C)N1C(C2=CC=CC(=C2C1=O)NC(C)=O)=O N-[2-[(1S)-1-(3-ethoxy-4-methoxyphenyl)-2-methylsulfonylethyl]-1,3-dioxoisoindol-4-yl]acetamide